ClC=1C=CC=2C(N3C(NC2C1)C(CC3)(C)C)=O 6-chloro-3,3-dimethyl-1,2,3,3a,4,9-hexahydropyrrolo[2,1-b]quinazolin-9-one